OCC1=CC(=CC(=N1)NC(C1=NC=CC(=C1)C1=CC=CC=C1)=O)N1C=NC(=C1)C N-(6-(hydroxymethyl)-4-(4-methyl-1H-imidazol-1-yl)pyridin-2-yl)-4-phenylpicolinamide